2-[7-(4-chlorophenyl)-8-(3-chloropyridin-2-yl)-3-[(1,1-dioxo-1λ6-thian-4-yl)methyl]-2,6-dioxopurin-1-yl]acetamide ClC1=CC=C(C=C1)N1C(=NC=2N(C(N(C(C12)=O)CC(=O)N)=O)CC1CCS(CC1)(=O)=O)C1=NC=CC=C1Cl